C(C)C1=NC=CN=C1N 2-ethyl-3-aminopyrazine